C(C1=CC=CC=C1)S(=O)(=O)C=1C=C(C=C(C1)C=1C=NC=2N(C1)C=C(N2)C)N2CCOCC2 4-(3-(benzylsulfonyl)-5-(2-methylimidazo[1,2-a]pyrimidin-6-yl)phenyl)morpholine